tert-butyl (4R)-4-hydroxy-2-[[(1S)-1-[4-(2-methylpyrazol-3-yl)phenyl]ethyl]carbamoyl]pyrrolidine-1-carboxylate O[C@@H]1CC(N(C1)C(=O)OC(C)(C)C)C(N[C@@H](C)C1=CC=C(C=C1)C=1N(N=CC1)C)=O